CC=1C=C2C(C=C(OC2=C(C1)C(C)NC1=NC=CC(=C1)C(=O)O)C=1C=C2C=C(NC2=CC1)C)=O [1-[6-methyl-2-(2-methylindol-5-yl)-4-oxo-chromen-8-yl]ethylamino]pyridine-4-carboxylic acid